FC(C=1C=2N(C3=C(C1)N(CC3(C)C)C(C)=O)N=CN2)(C23CC(C2)(C3)C(F)(F)F)F 1-(4-(difluoro(3-(trifluoromethyl)bicyclo[1.1.1]pentan-1-yl)methyl)-8,8-dimethyl-7,8-dihydro-6H-pyrrolo[2,3-e][1,2,4]triazolo[1,5-a]pyridin-6-yl)ethan-1-one